Cl.[2H]C1(C(C(CCC1)(NCC=C)C1=C(C=CC=C1)Cl)=O)[2H] 2,2-dideutero-6-(2-chlorophenyl)-6-(allylamino)cyclohexanone hydrochloride